COC=1C(=C2C=CN(C2=C(C1)C)C(=O)OC(C)(C)C)CN1[C@@H](CC(CC1)=NOC)C1=CC=C(C=C1)C(=O)OC tert-butyl (S)-5-methoxy-4-((2-(4-(methoxycarbonyl) phenyl)-4-(methoxyimino) piperidin-1-yl) methyl)-7-methyl-1H-indole-1-carboxylate